FC1(CN(CC1)C(=O)C(=O)C=1C=C(CN2NC(C3=CC=CC=C3C2)=O)C=CC1F)F 3-(3-(3,3-difluoropyrrolidine-1-carbonyl-carbonyl)-4-fluorobenzyl)phthalazin-1(2H)-one